tert-butylpiperidine-1-carboxylate C(C)(C)(C)OC(=O)N1CCCCC1